CC1=CC2=C(C3=C(O2)C=CC(=C3)C(=O)NCC(=O)OC)C=C1 methyl (7-methyldibenzo[b,d]furan-2-carbonyl)glycinate